2,5-dimethyl-4,5-dihydropyrazolo[1,5-a]quinoxalin-6-amine CC1=NN2C(CN(C=3C(=CC=CC23)N)C)=C1